tert-butyl (4-((8-benzyl-3-oxo-6-phenyl-3,7-dihydroimidazo[1,2-a]pyrazin-2-yl)methyl)phenyl)carbamate C(C1=CC=CC=C1)C1=C2N(C=C(N1)C1=CC=CC=C1)C(C(=N2)CC2=CC=C(C=C2)NC(OC(C)(C)C)=O)=O